(R)-N-[2-(2-methyl-7,8-dihydro-6H-indeno[5,4-d][1,3]oxazol-8-yl)ethyl]acetamide CC=1OC2=C(N1)C=CC=1CC[C@@H](C12)CCNC(C)=O